N1(N=CC=C1)C=1C=C(C=CC1)[C@H](CC(=O)OCC)NC(=O)NC=1C(N(C=CC1O)C)=O Ethyl (S)-3-(3-(1H-Pyrazol-1-yl)phenyl)-3-(3-(4-hydroxy-1-methyl-2-oxo-1,2-dihydropyridin-3-yl)ureido)propanoat